(2R)-2-((8R,9aS)-8-acetamido-1-oxo-5-phenethylhexahydro-1H-pyrrolo[1,2-a][1,4]diazepin-2(3H)-yl)-N-(3,4-dichlorobenzyl)-4-methylpentanamide C(C)(=O)N[C@@H]1C[C@@H]2N(C(CCN(C2=O)[C@@H](C(=O)NCC2=CC(=C(C=C2)Cl)Cl)CC(C)C)CCC2=CC=CC=C2)C1